ClC1=CN=CC(=N1)C=1C=CC(=NC1)NC(C(CC)C=1N=C(SC1)NS(=O)(=O)C1CC1)=O N-(5-(6-chloropyrazin-2-yl)pyridin-2-yl)-2-(2-(cyclopropanesulfonylamino)thiazol-4-yl)butanamide